C(C(C)C)C1=CC=C(C=C1)CC(=O)NCCCCCC(=O)O 6-[2-(p-isobutylphenyl)acetylamino]hexanoic acid